N1C=CC2=CC(=CC=C12)CC=O 1H-INDOLE-5-ACETALDEHYDE